((S)-1-((S)-1-((6,7-dihydro-[1,4]dioxino[2',3':4,5]benzo[1,2-d]thiazol-2-yl)amino)-1-oxopropan-2-yl)-4,4-difluoropiperidin-3-yl)pyridine 1-oxide S1C(=NC2=C1C=C1C(=C2)OCCO1)NC([C@H](C)N1C[C@H](C(CC1)(F)F)C1=[N+](C=CC=C1)[O-])=O